methyl 5-bromo-2-(1-ethoxyvinyl)-3-fluorobenzoate BrC=1C=C(C(=C(C(=O)OC)C1)C(=C)OCC)F